4-[(tert-butyldiphenylsilyl)oxy]oxane-3-carboxamide [Si](C1=CC=CC=C1)(C1=CC=CC=C1)(C(C)(C)C)OC1C(COCC1)C(=O)N